COC(=O)C1=C(C=C(N1S(=O)(=O)C1=CC=CC=C1)S(=O)(=O)N1CCN(CC1)C(=O)OC(C)(C)C)C Tert-butyl 4-((5-(methoxycarbonyl)-4-methyl-1-(phenylsulfonyl)-1H-pyrrol-2-yl) sulfonyl)piperazine-1-carboxylate